2'-[6-amino-5-(trifluoromethyl)pyridin-3-yl]-N-[1-(1-ethyl-3,5-dimethyl-1H-pyrazol-4-yl)ethyl]-5',6'-dihydrospiro[pyrrolidine-3,4'-pyrrolo[1,2-b]pyrazole]-1-carboxamide NC1=C(C=C(C=N1)C=1C=C2N(N1)CCC21CN(CC1)C(=O)NC(C)C=1C(=NN(C1C)CC)C)C(F)(F)F